4-[3-[2,6-Dichloro-4-(6-fluoro-2-azaspiro[3.3]heptan-2-yl)benzoyl]-2,4-dihydro-1,3-benzoxazin-8-yl]-5-fluoro-2-(3-oxa-8-azabicyclo[3.2.1]octan-8-yl)benzoic acid ClC1=C(C(=O)N2COC3=C(C2)C=CC=C3C3=CC(=C(C(=O)O)C=C3F)N3C2COCC3CC2)C(=CC(=C1)N1CC2(C1)CC(C2)F)Cl